COC=1C(=CC(=NC1)NC1=NC(=CC(=C1)NC)C)C=1CCCN(CC1)C N2-[5-methoxy-4-(1-methyl-2,3,4,7-tetrahydroazepin-5-yl)-2-pyridyl]-N4,6-dimethyl-pyridine-2,4-diamine